Methyl ((((R)-1-methoxy-1-oxopropan-2-yl) amino) (perfluorophenoxy) phosphoryl)-L-alaninate COC([C@@H](C)NP(=O)(OC1=C(C(=C(C(=C1F)F)F)F)F)N[C@@H](C)C(=O)OC)=O